OC1(C(C(CC(=C1)O)(C=O)O)C=O)C=O 1,3,5-trihydroxybenzenetricarboxaldehyde